4-fluoro-4-(fluoromethyl)piperidine FC1(CCNCC1)CF